BrC=1C=C(C=2N(C1)N=CC2C#N)C=2C=NC(=CC2)N2CC1N(C(C2)C1)CC=1C=NC(=C(C1)F)OC 6-bromo-4-(6-(6-((5-fluoro-6-methoxypyridin-3-yl)methyl)-3,6-diazabicyclo[3.1.1]heptan-3-yl)pyridine-3-yl)pyrazolo[1,5-a]pyridine-3-carbonitrile